4-[[(2S)-2-[[(2R)-2-(9H-fluoren-9-ylmethoxycarbonyl-amino)-4-methyl-pentanoyl]amino]propionyl]amino]-5-oxo-pentanoic acid tert-butyl ester C(C)(C)(C)OC(CCC(C=O)NC([C@H](C)NC([C@@H](CC(C)C)NC(=O)OCC1C2=CC=CC=C2C=2C=CC=CC12)=O)=O)=O